CC=1C(=NC(=NC1)N)C1=CC=C(C=C1)[N+](=O)[O-] 5-methyl-4-(4-nitrophenyl)pyrimidin-2-amine